tert-butyl (2S,4R)-4-hydroxy-2-(((R)-2-hydroxy-1-(4-(3-methylpyridin-4-yl)phenyl)ethyl) carbamoyl)pyrrolidine-1-carboxylate O[C@@H]1C[C@H](N(C1)C(=O)OC(C)(C)C)C(N[C@@H](CO)C1=CC=C(C=C1)C1=C(C=NC=C1)C)=O